4-(4-(4-Chlorophenoxy)benzamido)picolinic acid ClC1=CC=C(OC2=CC=C(C(=O)NC3=CC(=NC=C3)C(=O)O)C=C2)C=C1